FC(C1=NC(=C(C(=C1C(=O)O)C1=CC=NC=C1)OC)C)F 2-difluoromethyl-5-methoxy-6-methyl-4,4-bipyridin-3-carboxylic acid